1-benzyl-1H-Pyrazole-3,5-dicarboxylic acid dimethyl ester COC(=O)C1=NN(C(=C1)C(=O)OC)CC1=CC=CC=C1